4-(2-{5-[(3R,5R)-3-amino-5-fluoropiperidine-1-carbonyl]-7-methoxy-1-methyl-1H-1,3-benzodiazol-2-yl}-1-(cyclopropylmethyl)-1H-pyrrolo[2,3-b]pyridin-6-yl)-2-chlorophenol N[C@H]1CN(C[C@@H](C1)F)C(=O)C1=CC2=C(N(C(=N2)C2=CC=3C(=NC(=CC3)C3=CC(=C(C=C3)O)Cl)N2CC2CC2)C)C(=C1)OC